(E,Z,Z)-4,7,10-Tridecatrienyl acetate C(C)(=O)OCCC\C=C\C\C=C/C\C=C/CC